4-[4-[2-[1-(6,7-dihydro-5H-pyrrolo[1,2-c]imidazol-1-yl)-2-ethoxy-2-oxo-ethyl]-7-fluoro-3-oxo-isoindol-5-yl]phenoxy]piperidine-1-carboxylic acid tert-butyl ester C(C)(C)(C)OC(=O)N1CCC(CC1)OC1=CC=C(C=C1)C=1C=C2C(N(CC2=C(C1)F)C(C(=O)OCC)C1=C2N(C=N1)CCC2)=O